FC1=C(CC=2C=3N(C4=C(C2)N(CC4(C)C)C(CN4[C@H](CN[C@@H](C4)C)CN4[C@@H](COCC4)C)=O)N=CN3)C=CC=C1 1-(4-(2-fluorobenzyl)-8,8-dimethyl-7,8-dihydro-6H-pyrrolo[2,3-e][1,2,4]triazolo[1,5-a]pyridin-6-yl)-2-((2R,5R)-5-methyl-2-(((R)-3-methylmorpholino)methyl)piperazin-1-yl)ethan-1-one